N-((3R,4S)-4-((6-(2,6-dichloro-3,5-dimethoxyphenyl)-8-((2-morpholinoethyl)amino)pyrido[3,4-d]pyrimidin-2-yl)amino)tetrahydrofuran-3-yl)acryl-amide ClC1=C(C(=C(C=C1OC)OC)Cl)C1=CC2=C(N=C(N=C2)N[C@H]2[C@H](COC2)NC(C=C)=O)C(=N1)NCCN1CCOCC1